6-(benzyloxy)-2H-1,2λ6,3-benzoxathiazine-2,2-dione C(C1=CC=CC=C1)OC=1C=CC2=C(C=NS(O2)(=O)=O)C1